COC=1C=C(COC=2C=C(C=CC2)C2=NN(C3=NC=NC(=C32)N)C(C)C)C=C(C1)OC 3-(3-(3,5-dimethoxybenzyloxy)phenyl)-1-isopropyl-1H-pyrazolo[3,4-d]pyrimidin-4-amine